C1(CC1)NC1=NC2=CC=CC=C2C(=N1)NC(C)C1=CC=CC=C1 N2-cyclopropyl-N4-(1-phenylethyl)quinazoline-2,4-diamine